2-methyl-4,6-pyrimidinediamine CC1=NC(=CC(=N1)N)N